3-[4-chloro-2-fluoro-5-(2-methoxyphenoxy)phenyl]-6-(1,1-difluoroethyl)-1-methyl-pyrimidine-2,4-dione ClC1=CC(=C(C=C1OC1=C(C=CC=C1)OC)N1C(N(C(=CC1=O)C(C)(F)F)C)=O)F